(((ethoxycarbonyl)(propyl)amino)methyl)benzoate C(C)OC(=O)N(CCC)COC(C1=CC=CC=C1)=O